FC(C1=CC=C(C=N1)OC=1C(=NC=CN1)N1CCN(CC1)C(C=C)=O)(F)F 1-(4-(3-((6-(trifluoromethyl)pyridin-3-yl)oxy)pyrazin-2-yl)piperazin-1-yl)prop-2-en-1-one